BrC=1C(=C(C(=NC1)N)C(=C)C1=CC=CC=C1)Cl 5-bromo-4-chloro-3-(1-phenylvinyl)pyridin-2-amine